ClC1=NC=C(C(=N1)NC(C)CCOC=1C(=NN(C1C)C1CC1)[N+](=O)[O-])C(F)(F)F 2-chloro-N-(4-((1-cyclopropyl-5-methyl-3-nitro-1H-pyrazol-4-yl)oxy)butan-2-yl)-5-(trifluoromethyl)pyrimidin-4-amine